2-[5-[(6-bromo-2-pyridinyl)oxymethyl]-2-(trifluoromethyl)-4-pyridinyl]ethanol BrC1=CC=CC(=N1)OCC=1C(=CC(=NC1)C(F)(F)F)CCO